(S)-3-(8-(2-chloro-4-cyanophenyl)quinolin-5-yl)-2-(2,6-difluoro-4-(phenylcarbamoyl)benzamido)propanoic acid ClC1=C(C=CC(=C1)C#N)C=1C=CC(=C2C=CC=NC12)C[C@@H](C(=O)O)NC(C1=C(C=C(C=C1F)C(NC1=CC=CC=C1)=O)F)=O